22-hydroxymethyl-cholan OCC(CC)[C@@H](C)[C@H]1CC[C@H]2[C@@H]3CCC4CCCC[C@]4(C)[C@H]3CC[C@]12C